2-[(1R,3r,5S)-3-({5-cyclopropyl-3-[2-(trifluoromethoxy)phenyl]-1,2-oxazol-4-yl}methoxy)-8-azabicyclo[3.2.1]octan-8-yl]-4-fluoro-1,3-benzothiazole C1(CC1)C1=C(C(=NO1)C1=C(C=CC=C1)OC(F)(F)F)COC1C[C@H]2CC[C@@H](C1)N2C=2SC1=C(N2)C(=CC=C1)F